C(C)NC(=O)C1=CC2=C(C(N(C=C2C=2N(C=C(N2)CO)C2=CC=C(C=C2)C)C)=O)N1 N-ethyl-4-(4-(hydroxymethyl)-1-(p-tolyl)-1H-imidazol-2-yl)-6-methyl-7-oxo-6,7-dihydro-1H-pyrrolo[2,3-c]pyridin-2-carboxamide